COC1=CC=C(C=N1)OC=1C=CC(=NC1)C(=O)N1C[C@@H]([C@@H](CC1)C1=C(C=C(N=N1)N)C)C 6-[(3R,4R)-1-{5-[(6-Methoxypyridin-3-yl)oxy]pyridine-2-carbonyl}-3-methylpiperidin-4-yl]-5-methylpyridazin-3-amine